5-bromo-N-((2R,3S)-3-fluoro-3-phenyl-2-((triethylsilyl)oxy)-propyl)-N-methyl-nicotinamide BrC=1C=NC=C(C(=O)N(C)C[C@H]([C@H](C2=CC=CC=C2)F)O[Si](CC)(CC)CC)C1